The molecule is an indole alkaloid that has been isolated from Penicillium citrinum. It has a role as a Penicillium metabolite. It is an indole alkaloid, a C-nitro compound, a spiro compound, a gamma-lactam, an organic heterohexacyclic compound, a tertiary amino compound, a cyclic ketone and a cyclic ether. CC1(CC(=O)C2=C(O1)C=CC3=C2NC(=O)[C@]34C[C@@]5(CN6CCC[C@H]6C[C@@H]5C4(C)C)[N+](=O)[O-])C